CC=1N=C2N(C=CC=N2)C1 methylimidazo[1,2-a]pyrimidin